N1C=C(C=C1)O (S)-pyrrol-3-ol